CC1=C(C=CC=C1)C(=O)Cl methyl-2-chloroformylbenzene